The molecule is an organoammonium salt resulting from the mixing of equimolar amounts of propanoic acid and ethylamine. It contains an ethylaminium and a propionate. CCC(=O)[O-].CC[NH3+]